C(#N)C1=C(C=CC=C1)C(C(C)C=1N(C(C(=C(N1)C(=O)NC=1C=NOC1)O)=O)C)C=1C=NN(C1)CC(C)(C)O 2-[1-(2-cyanophenyl)-1-[1-(2-hydroxy-2-methylpropyl)pyrazol-4-yl]propan-2-yl]-5-hydroxy-1-methyl-N-(1,2-oxazol-4-yl)-6-oxopyrimidine-4-carboxamide